5-(2-ethoxy-3-pyridinyl)-1-isopropyl-3-methyl-N-[(4-methylthiazol-2-yl)methyl]pyrazolo[4,3-b]pyridin-7-amine C(C)OC1=NC=CC=C1C1=CC(=C2C(=N1)C(=NN2C(C)C)C)NCC=2SC=C(N2)C